NC=1N=C(N(C(C1)=O)C)N1CCC(CC1)(C)N 4-amino-2-(4-amino-4-methylpiperidin-1-yl)-1-methyl-6-oxo-1,6-dihydropyrimidine